S1C(=CC=C1)S(=O)(=O)N1CCC2(C[C@H](OC2=O)CCN2CCN(CC2)C2=CC=C(C=C2)C)CC1 (S)-8-(thiophen-2-ylsulfonyl)-3-(2-(4-(p-tolyl)piperazin-1-yl)ethyl)-2-oxa-8-azaspiro[4.5]decan-1-one